5-(3-methoxyphenyl)-2-methylpent-2,4-dienoate COC=1C=C(C=CC1)C=CC=C(C(=O)[O-])C